C(C)(C)(C)OC(=O)N1C(CC(CC1)=O)C(=O)OC(C)(C)C 1-t-butoxycarbonyl-(Boc)-4-piperidone